4-(3-((1-(4-chlorophenyl)-2-(5-methoxy-6-(trifluoro-methyl)indolin-1-yl)-2-oxoethyl)amino)-5-methoxyphenoxy)-2,2-dimethylbutyric acid ClC1=CC=C(C=C1)C(C(=O)N1CCC2=CC(=C(C=C12)C(F)(F)F)OC)NC=1C=C(OCCC(C(=O)O)(C)C)C=C(C1)OC